1-[4-[4-[5-[(1R)-1-(3,5-dichloro-4-pyridyl)ethoxy]-1H-indazol-3-yl]pyrazol-1-yl]-1-piperidyl]-2-(dimethylamino)ethanone ClC=1C=NC=C(C1[C@@H](C)OC=1C=C2C(=NNC2=CC1)C=1C=NN(C1)C1CCN(CC1)C(CN(C)C)=O)Cl